5-Fluoro-4-[3-methyl-5-oxo-4-(prop-2-yl)-4,5-dihydro-1H-1,2,4-triazol-1-yl]-N-(2-methylphenyl)-2-[(1S)-1-phenylethoxy]benzamide FC=1C(=CC(=C(C(=O)NC2=C(C=CC=C2)C)C1)O[C@@H](C)C1=CC=CC=C1)N1N=C(N(C1=O)C(C)C)C